NNNCCCCCC(CCCC)C#N triazatridecane-9-carbonitrile